ClC1=CC=C(C=C1)N=C=S 4-chlorophenylisothiocyanate